3-bromo-2-chloro-6-(trifluoromethyl)quinoline BrC=1C(=NC2=CC=C(C=C2C1)C(F)(F)F)Cl